N-(4-cyclobutyl-1-methyl-3-(2-(trifluoromethyl)thiazol-5-yl)-1H-pyrazol-5-yl)-4,4,4-trifluoro-3,3-dimethylbutanamide C1(CCC1)C=1C(=NN(C1NC(CC(C(F)(F)F)(C)C)=O)C)C1=CN=C(S1)C(F)(F)F